NC1=C2C(=NC=N1)N(N=C2C=2NC1=C(C=CC=C1C2)O)CCCCN 2-(4-amino-1-(4-aminobutyl)-1H-pyrazolo[3,4-d]pyrimidin-3-yl)-1H-indol-7-ol